ClC1=C(C=CC(=C1)Cl)C=1CCSC2=C(C1C1=CC=C(C=C1)C=C1CN(C1)CCCF)C=CC(=C2)C(=O)O 4-(2,4-dichlorophenyl)-5-[4-[[1-(3-fluoropropyl)azetidin-3-ylidene]methyl]phenyl]-2,3-dihydro-1-benzothiepine-8-carboxylic acid